FC1=C(C=CC=C1)CCNC=1N=CC2=C(N1)CCN(C2)C(CCCC)=O 1-(2-((2-fluorophenylethyl)amino)-7,8-dihydropyrido[4,3-d]pyrimidin-6(5H)yl)pentan-1-one